CC=1C=NC=C(C1)C 3,5-dimethyl-pyridine